4,7-dibromo-5,6-difluoro-2-(2-ethylhexyl)-2H-benzo[d][1,2,3]triazole BrC1=C(C(=C(C2=NN(N=C21)CC(CCCC)CC)Br)F)F